FC1=C2CN(C(C2=CC(=C1)C#C[Si](C)(C)C)=O)CC(=O)NC=1SC=CN1 2-[4-fluoro-1-oxo-6-(2-trimethylsilylethynyl)isoindolin-2-yl]-N-thiazol-2-yl-acetamide